ClC1=C(C(N(N=C1C1=CC(=CC=C1)[N+](=O)[O-])C1CC1)=O)C(=O)OCC ethyl 5-chloro-2-cyclopropyl-6-(3-nitrophenyl)-3-oxopyridazine-4-carboxylate